lithium barium lead [Pb].[Ba].[Li]